C(C)(C)N1N=CC(=C1)C=1C(=C2C(=NC(=NN2C1)C=1N(C=CN1)C)O)C 6-(1-isopropyl-1H-pyrazol-4-yl)-5-methyl-2-(1-methyl-1H-imidazol-2-yl)pyrrolo[2,1-f][1,2,4]triazin-4-ol